2-((2R,5S)-1-(3-methoxy-3-oxopropanoyl)-5-(methoxycarbonyl)pyrrolidin-2-yl)acetic acid COC(CC(=O)N1[C@H](CC[C@H]1C(=O)OC)CC(=O)O)=O